trans-4-((4-(2-Ethyloxazol-4-yl)pyridin-2-yl)((trans-4-(5-methoxy-6-methylpyridin-2-yl)cyclohexyl)methyl) carbamoyl)cyclohexyl methylcarbamate CNC(O[C@@H]1CC[C@H](CC1)C(N(C[C@@H]1CC[C@H](CC1)C1=NC(=C(C=C1)OC)C)C1=NC=CC(=C1)C=1N=C(OC1)CC)=O)=O